CC1=CC=CC(C1)(CCC)CCC 1-methyl-5,5-di-n-propyl-1,3-cyclohexadiene